CC=1C(=C(C(=O)[O-])C(=C(C1)C)C=CCCCCC(C)C)O 3,7-dimethyl-6-octenyl-2-hydroxy-5-methylbenzoate